N1(CCC1)C=1N=NN(C1)CC(=O)N1[C@@H](C[C@H](C1)F)C(=O)N[C@H](C1=NC=C(C=C1)C(C)C)C1=CC=CC=C1 (2S,4R)-1-{2-[4-(azetidin-1-yl)-1H-1,2,3-triazol-1-yl]acetyl}-4-fluoro-N-[(S)-phenyl[5-(propan-2-yl)pyridin-2-yl]methyl]pyrrolidine-2-carboxamide